((pyrimidin-2-yl)imino)-4-(4-bromophenyl)thiazole N1=C(N=CC=C1)N=S1C=NC(=C1)C1=CC=C(C=C1)Br